1-(4-((3R,4R)-3-cyclohexyl-7-hydroxy-3-methylisochroman-4-yl)phenyl)piperidine-4-carbaldehyde C1(CCCCC1)[C@]1(OCC2=CC(=CC=C2[C@H]1C1=CC=C(C=C1)N1CCC(CC1)C=O)O)C